rel-(2R,3S,4S,5S)-4-[[3-[2-(difluoromethoxy)-3,4-difluorophenyl]-4,5-dimethyl-5-(trifluoromethyl)tetrahydrofuran-2-carbonyl]amino]-N-methylpyridine-2-carboxamide FC(OC1=C(C=CC(=C1F)F)[C@H]1[C@@H](O[C@@]([C@H]1C)(C(F)(F)F)C)C(=O)NC1=CC(=NC=C1)C(=O)NC)F |o1:11,12,14,15|